3-bromo-5,6,7,8-tetrahydroisoquinoline BrC=1N=CC=2CCCCC2C1